NC1=CC=C(C=C1)OC1=CC=C(C=C1)N (bis(4-aminophenyl)) ether